NC=1N(C=C(N1)CCC(=O)NC1=CC=CC=C1)C1=CC=CC=C1 3-(2-amino-1-phenyl-1H-imidazol-4-yl)-N-phenylpropionamide